NC=1C(NC2=CC(=CN=C2C1C1=C2C=NNC2=C(C=C1)F)C=1SC=CN1)=O 3-Amino-4-(7-fluoro-1H-indazol-4-yl)-7-thiazol-2-yl-1H-1,5-naphthyridin-2-one